(4e,6z,10z)-4,6,10-hexadecatrienyl alcohol C(CC\C=C\C=C/CC\C=C/CCCCC)O